O1C(CCCC1)N1N=CC2=CC(=C(C=C12)C=NO)C#CC1CCOCC1 (6E)-1-tetrahydropyran-2-yl-5-(2-tetrahydropyran-4-ylethynyl)indazole-6-carbaldehyde oxime